N1N=CC2=CC=C(C=C12)CN1CCC2(CC1)COC1=CC=3C(N(CC3C=C12)C1C(NC(CC1)=O)=O)=O 3-(1'-((1H-indazol-6-yl)methyl)-7-oxo-5,7-dihydro-2H,6H-spiro[furo[2,3-f]isoindole-3,4'-piperidin]-6-yl)piperidine-2,6-dione